indolizino[1,2-b]quinoline-8,11(7H)-dione C1=C2C=C3C(=NC2=CC=C1)C1=CCC(CN1C3=O)=O